C1(CC1)C(=O)N1C[C@@H]2[C@H]([C@@H]1C#C)OC(O2)(C)C Cyclopropyl((3aS,4S,6aR)-4-ethynyl-2,2-dimethyltetrahydro-5H-[1,3]dioxolo[4,5-c]pyrrol-5-yl)methanone